C(C1=CC=CC=C1)OC(=O)N1CC[N+](CC1)(CC(=O)OC(C)(C)C)CCCNC(=O)OC(C)(C)C 4-[3-(tert-butoxycarbonylamino)propyl]-4-(2-tert-butoxy-2-oxo-ethyl)piperazin-4-ium-1-carboxylic acid benzyl ester